Ethyl (Z)-(2-cyano-2-(2-(3,5-dichloro-4-((7-isopropyl-5-((2-(trimethyl-silyl)ethoxy)methyl)-5H-pyrrolo[2,3-b]pyrazin-2-yl)oxy)phenyl)hydrazineylidene)-acetyl)carbamate C(#N)/C(/C(=O)NC(OCC)=O)=N/NC1=CC(=C(C(=C1)Cl)OC=1N=C2C(=NC1)N(C=C2C(C)C)COCC[Si](C)(C)C)Cl